O.S(C)(=O)(=O)O mesylate mono-hydrate